5-phenyl-4,5-dihydrothiazol-2-amine C1(=CC=CC=C1)C1CN=C(S1)N